NCC1=NNC(C2=CC=C(C=C12)C=1C=NN(C1C1=C(C2=C(OC[C@@H]3N2CCOC3)C=C1F)C#N)C([2H])([2H])[2H])=O (R)-9-(4-(4-(aminomethyl)-1-oxo-1,2-dihydrophthalazin-6-yl)-1-(methyl-d3)-1H-pyrazol-5-yl)-8-fluoro-1,2,4a,5-tetrahydro-4H-benzo[b][1,4]oxazino[4,3-d][1,4]oxazine-10-carbonitrile